CC(C(C)(O)C1=C(C=CC=C1)C)C#CCCCCCC 3-Methyl-2-o-tolylundec-4-yn-2-ol